N-(4,4,4-trifluoro-3-phenylbutyl)-4-(trifluoromethoxy)benzenesulfonamide FC(C(CCNS(=O)(=O)C1=CC=C(C=C1)OC(F)(F)F)C1=CC=CC=C1)(F)F